C(C)(C)OC(=O)[C@@H]1C[C@H](CCC1)OC1=C(C=C(C=C1)Br)F |r| (+/-)-(1S,3S)-3-(4-bromo-2-fluorophenoxy)cyclohexane-1-carboxylic acid isopropyl ester